4,4'-methylene di-isocyanate C(N=C=O)N=C=O